2-(1H-imidazol-1-yl)-N-(isoxazol-3-yl)-5H-pyrrolo[3,2-d]pyrimidine-4-carboxamide N1(C=NC=C1)C=1N=C(C2=C(N1)C=CN2)C(=O)NC2=NOC=C2